2-(4-methylcyclohexyl)-2-(2-dimethylphenylsilylethyl)-1-ethoxy-3-methoxypropane CC1CCC(CC1)C(COCC)(COC)CC[Si](C1=CC=CC=C1)(C)C